1-tetradecyl-3-methylimidazolium bis(trifluoromethanesulfonyl)imide salt [N-](S(=O)(=O)C(F)(F)F)S(=O)(=O)C(F)(F)F.C(CCCCCCCCCCCCC)N1C=[N+](C=C1)C